N-{4-[3-(pyridin-2-yl)-1H-pyrrolo[3,2-b]pyridin-2-yl]pyridin-2-yl}propanamide N1=C(C=CC=C1)C1=C(NC=2C1=NC=CC2)C2=CC(=NC=C2)NC(CC)=O